O1CCC(CC1)CC1=NC=2C(=NC=CC2C2CCN(CC2)C(=O)OC(C)(C)C)N1 Tert-butyl 4-[2-(tetrahydropyran-4-ylmethyl)-3H-imidazo[4,5-b]pyridin-7-yl]piperidine-1-carboxylate